4-(5-(3-cyano-6-(1-methyl-1H-pyrazol-4-yl)pyrazolo[1,5-a]pyrazin-4-yl)pyridin-2-yl)-1-thiomorpholine oxide C(#N)C=1C=NN2C1C(=NC(=C2)C=2C=NN(C2)C)C=2C=CC(=NC2)[N+]2(CCSCC2)[O-]